(S)-3-(5-(4-((1-(4-((3S,4R)-3-(5-fluoro-2-methylphenyl)-7-hydroxyisochroman-4-yl)phenyl)piperidin-4-yl)methyl)piperazin-1-yl)-1-oxoisoindolin-2-yl)piperidine-2,6-dione FC=1C=CC(=C(C1)[C@H]1OCC2=CC(=CC=C2[C@H]1C1=CC=C(C=C1)N1CCC(CC1)CN1CCN(CC1)C=1C=C2CN(C(C2=CC1)=O)[C@@H]1C(NC(CC1)=O)=O)O)C